5-[4-[4-[(3S)-1-(3-Fluoropropyl)pyrrolidin-3-yl]oxyphenyl]-7-hydroxy-2H-thiochromen-3-yl]indolin-2-on FCCCN1C[C@H](CC1)OC1=CC=C(C=C1)C1=C(CSC2=CC(=CC=C12)O)C=1C=C2CC(NC2=CC1)=O